Cl.N[C@@H](C)C(=O)O[C@@H](C)[C@@H](C)C1=C(C=CC=C1)C (2S,3S)-3-(o-tolyl)butan-2-yl L-alaninate hydrochloride